(R)-7-(1-(2-hydroxyethyl)-1H-pyrazol-4-yl)-N-(2-methyl-5-(2-(2-methylpyrrolidin-1-yl)acetamido)pyridin-3-yl)-[1,2,4]triazolo[4,3-a]pyridine-3-carboxamide OCCN1N=CC(=C1)C1=CC=2N(C=C1)C(=NN2)C(=O)NC=2C(=NC=C(C2)NC(CN2[C@@H](CCC2)C)=O)C